FC=1C=C(C=C(C1)S(=O)(=O)C(F)(F)F)C=C1CC2(CN(C2)C(=O)OC(C)(C)C)C1 tert-butyl 6-[[3-fluoro-5-(trifluoromethylsulfonyl)phenyl]methylene]-2-azaspiro[3.3]heptane-2-carboxylate